FC=1C=C(C=NC1)C=1OC2=C(C=C(C=C2C(C1C)=O)C)[C@@H](C)NC=1C(=NC=CC1)C1=NOC(N1)=O 3-[3-[[(1R)-1-[2-(5-Fluoro-3-pyridyl)-3,6-dimethyl-4-oxo-chromen-8-yl]ethyl]amino]-2-pyridyl]-4H-1,2,4-oxadiazol-5-one